methyl 2-(5-hydroxy-1-methyl-1H-pyrazol-4-yl)-6-methylisonicotinate OC1=C(C=NN1C)C=1C=C(C(=O)OC)C=C(N1)C